C(C)(C)C1=C(N(C=2C1=NC(=CC2)C2CC1(OCCO1)CC2)C(=O)OC(C)(C)C)C=2C=C(C=1N(C2)N=CN1)OC tert-butyl 3-isopropyl-2-(8-methoxy-[1,2,4]triazolo[1,5-a]pyridin-6-yl)-5-(1,4-dioxaspiro[4.4]nonan-7-yl)-1H-pyrrolo[3,2-b]pyridine-1-carboxylate